5-(((1S,2R)-1-amino-2,3-dihydro-1H-inden-2-yl)(methyl)amino)-2-(2,6-dioxopiperidin-3-yl)isoindoline-1,3-dione N[C@@H]1[C@@H](CC2=CC=CC=C12)N(C=1C=C2C(N(C(C2=CC1)=O)C1C(NC(CC1)=O)=O)=O)C